FC=1C(=NC=C(C1)F)SC=1C=2N(C=C(C1)C=1C=NN(C1C)[C@@H]1CNCCC1)N=CC2C#N (S)-4-((3,5-difluoropyridin-2-yl)thio)-6-(5-methyl-1-(piperidin-3-yl)-1H-pyrazol-4-yl)pyrazolo[1,5-a]pyridine-3-carbonitrile